The molecule is a gibberellin ester that is the methyl ester of gibberellin A3. It is a gibberellin ester, a lactone, a methyl ester, a secondary alcohol, a tertiary alcohol and an organic heteropentacyclic compound. It derives from a gibberellin A3. C[C@@]12[C@H](C=C[C@@]3([C@@H]1[C@@H]([C@]45[C@H]3CC[C@](C4)(C(=C)C5)O)C(=O)OC)OC2=O)O